ON1N(C=C(N1)NC=1C=CC=NC1)C1=NC=C(C=C1)C(F)(F)F N'-hydroxy-5-((1-(5-(trifluoromethyl)pyridin-2-yl)-1H-1,2,3-triazol-4-yl)amino)pyridine